8-(3-fluorophenoxy)-1,2,3,4-tetrahydroquinoline-2-one FC=1C=C(OC=2C=CC=C3CCC(NC23)=O)C=CC1